3-O-(tert-butyldimethylsilyl)-2-N-butyryl-D-glucosamine [Si](C)(C)(C(C)(C)C)O[C@@H]1[C@H](C(O)O[C@@H]([C@H]1O)CO)NC(CCC)=O